FC1(CN(CC1)C1=NC=CC(=C1NC(=O)C1=NC=C(N=C1)OC(C)C)C1=C(C=CC=C1)F)F N-(2-(3,3-difluoropyrrolidin-1-yl)-4-(2-fluorophenyl)pyridin-3-yl)-5-isopropoxypyrazine-2-carboxamide